[(2RS,4RS)-1-(5-bromopyrimidin-4-yl)-2-methylpiperidin-4-yl][5-chloro-1-methyl-6-(2H-1,2,3-triazol-2-yl)-1H-pyrrolo[2,3-b]pyridin-3-yl]methanone BrC=1C(=NC=NC1)N1[C@@H](C[C@@H](CC1)C(=O)C1=CN(C2=NC(=C(C=C21)Cl)N2N=CC=N2)C)C |r|